ethyl 6-cyclobutyl-4-hydroxy-1-(2-morpholinoethyl)-2-oxo-1,2-dihydro-1,8-naphthyridine-3-carboxylate C1(CCC1)C=1C=C2C(=C(C(N(C2=NC1)CCN1CCOCC1)=O)C(=O)OCC)O